FC1=C(C(=CC=C1)F)C(CC(=O)O)(C)O 3-(2,6-difluorophenyl)-3-hydroxybutanoic acid